1-(3-aminopropyl)piperidin-2-one hydrochloride Cl.NCCCN1C(CCCC1)=O